FC(SC1=CC=C(C=C1)C1=CC=C(C=C1)CSC1=C(N=NN1)C(=O)O)(F)F 5-(((4'-((trifluoromethyl)thio)-[1,1'-biphenyl]-4-yl)methyl)thio)-1H-1,2,3-triazole-4-carboxylic acid